lithium 2,2'-methylenebis-(4,6-di-tert-butylphenyl) phosphate P1(=O)(OC2=C(C=C(C=C2C(C)(C)C)C(C)(C)C)CC2=C(C(=CC(=C2)C(C)(C)C)C(C)(C)C)O1)[O-].[Li+]